O=C1CCCCCC2N1C(CC2)C(=O)N 5-oxo-2,3,6,7,8,9,10,10a-octahydro-1H-pyrrolo[1,2-a]azocine-3-carboxamide